FC(OC=1C(=NC(=NC1OC)NS(=O)(=O)C1=CNC2=CC(=CC=C12)C(F)F)OC)F N-[5-(difluoromethoxy)-4,6-dimethoxy-pyrimidin-2-yl]-6-(difluoromethyl)-1H-indole-3-sulfonamide